C(C1=CC=CC=C1)OC1=NC(=CC=C1C1=NN(C2=C(C=CC=C12)N1[C@H]2CN([C@@H](C1)C2)C(=O)OC(C)(C)C)C)OCC2=CC=CC=C2 tert-butyl (1R,4R)-5-(3-(2,6-bis(benzyloxy)pyridin-3-yl)-1-methyl-1H-indazol-7-yl)-2,5-diazabicyclo[2.2.1]heptane-2-carboxylate